C1(CC1)C=1C=C(C=C(C1)N1C[C@H](OCC1)C)N1C(C(=CC=C1C)CC=1C=NN(C1)CC)=O 1-{3-cyclopropyl-5-[(2R)-2-methylmorpholin-4-yl]phenyl}-3-[(1-ethyl-1H-pyrazol-4-yl)methyl]-6-methylpyridin-2(1H)-one